C(C=C)(=O)N1C[C@](CC1)(C1=C(C(=CC=C1F)Cl)Cl)NC1=CC=C2C(C(N(C2=C1)CCO)=O)(C)C (s)-6-((1-Acryloyl-3-(2,3-dichloro-6-fluorophenyl)pyrrolidin-3-yl)amino)-1-(2-hydroxyethyl)-3,3-dimethylindolin-2-one